Br.CC=1N=C(SC1)CN (4-methylthiazol-2-yl)methylamine hydrobromide